FC1=CC=C(CC2=CC3=C(OC[C@@H](N3C(=O)OC(C)(C)C)C)N=C2C(=O)N2CCN(CC2)C)C=C1 tert-butyl (S)-7-(4-fluorobenzyl)-2-methyl-6-(4-methylpiperazine-1-carbonyl)-2,3-dihydro-1H-pyrido[2,3-b][1,4]oxazine-1-carboxylate